CN1N=CC(=C1)C=1OC2=C(N1)C=C(C=C2)C#N 2-(1-methyl-1H-pyrazol-4-yl)benzo[d]oxazole-5-carbonitrile